CN1[C@H]2[C@@](CCC1)(CCC2)COC2=NC1=C(C(=CC=C1C(=N2)N2CCOCC(C2)OC)C2=CC(=CC1=CC=C(C(=C21)C#C)F)O)F 4-(2-{[(4as,7ar)-1-methyl-octahydro-1H-cyclopenta[b]pyridin-4a-yl]methoxy}-8-fluoro-4-(6-methoxy-1,4-oxazepan-4-yl)quinazolin-7-yl)-5-ethynyl-6-fluoronaphthalene-2-ol